((1S,6R,7R)-3-(3-(4-chloro-2-cyclopropyl-2H-indazol-5-yl)-1H-pyrazolo[3,4-b]pyrazin-6-yl)-7-(2-fluorophenyl)-3-azabicyclo[4.1.0]heptan-7-yl)methanamine ClC=1C2=CN(N=C2C=CC1C1=NNC2=NC(=CN=C21)N2C[C@@H]1[C@]([C@@H]1CC2)(C2=C(C=CC=C2)F)CN)C2CC2